1-(4-hydroxyphenyl)thiourea OC1=CC=C(C=C1)NC(=S)N